2-bromo-7,7-difluoro-6,7-dihydro-5H-cyclopenta[b]pyridine-4-carboxylic acid methyl ester COC(=O)C1=C2C(=NC(=C1)Br)C(CC2)(F)F